6,6-dimethyl-3-n-propyl-1,3-cyclohexadiene CC1(CC=C(C=C1)CCC)C